C(C1=CC=CC=C1)OC(=O)NC1(CN(CC(C1)=C)C(=O)OCC1=CC=CC=C1)C(F)F benzyl 3-(((benzyloxy) carbonyl) amino)-3-(difluoromethyl)-5-methylenepiperidine-1-carboxylate